cyclopropyl-[(5S,7S)-7-chloro-7-deuterio-5-phenyl-5,6-dihydropyrrolo[1,2-b][1,2,4]triazol-2-yl]methanone C1(CC1)C(=O)C=1N=C2N(N1)[C@@H](C[C@]2([2H])Cl)C2=CC=CC=C2